(3,5-difluorobenzyl)-D-prolinamide FC=1C=C(CN2[C@H](CCC2)C(=O)N)C=C(C1)F